N-(dimethylethylsilyl)imidazole C[Si](N1C=NC=C1)(CC)C